1-(2-chlorophenyl)-7-cyclopropyl-6-fluoro-4-(methylamino)quinazolin-2(1H)-one ClC1=C(C=CC=C1)N1C(N=C(C2=CC(=C(C=C12)C1CC1)F)NC)=O